COC1=CC=C(C=C1)CNC(=O)NC1=CC=C(C=C1)CNC(CC=1C=NC(=CC1)C)=O N-{[4-({[(4-methoxyphenyl)methyl]amino}carbonylamino)phenyl]methyl}-2-(6-methyl(3-pyridyl))acetamide